ClC1=CC=C(C=C1)C1=C(CC(CC1)(C)OC)CN1CCN(CC1)CCCSC1=C2C(N(C(=NC2=CC=C1)C)C1C(NC(CC1)=O)=O)=O 3-(5-((3-(4-((4'-chloro-4-methoxy-4-methyl-3,4,5,6-tetrahydro-[1,1'-biphenyl]-2-yl)methyl)piperazin-1-yl)propyl)thio)-2-methyl-4-oxoquinazolin-3(4H)-yl)piperidine-2,6-dione